(Z)-5-(1-(4-amino-2-fluoro-but-2-en-1-yl)-6-(pyrrolidine-1-carbonyl)-1H-benzo[d][1,2,3]triazol-4-yl)-N-isopropyl-2-methoxybenzenesulfonamide NC\C=C(\CN1N=NC2=C1C=C(C=C2C=2C=CC(=C(C2)S(=O)(=O)NC(C)C)OC)C(=O)N2CCCC2)/F